C(C)C(CN1C(=C(C(C=C1)=O)CO)C)CCCC N-(2-ethylhexyl)-2-methyl-3-hydroxymethyl-pyridin-4-one